BrC1=CN=C2C(=NC(=NN21)O[C@@H](C)CCC)N(CC2=CC=C(C=C2)OC)CC2=CC=C(C=C2)OC (S)-7-bromo-N,N-bis(4-methoxybenzyl)-2-(pentan-2-yloxy)imidazo[2,1-f][1,2,4]triazin-4-amine